N-(4-(1-(2,2,2-trifluoroethyl)-1H-pyrazol-4-yl)quinolin-8-yl)imidazo[1,2-a]pyridine-6-carboxamide FC(CN1N=CC(=C1)C1=CC=NC2=C(C=CC=C12)NC(=O)C=1C=CC=2N(C1)C=CN2)(F)F